COC(=O)[C@H]1OC(O[C@@H]1C1=C(C=C(C=C1)Cl)Cl)C (4s,5r)-methyl-5-(2,4-dichlorophenyl)-2-methyl-1,3-dioxolan-4-carboxylate